N1=C(C=CC=C1)C=1C=NC(=CC1)N(C(C1=CC=CC=C1)=O)CCN(C)C N-([2,3'-bipyridin]-6'-yl)-N-(2-(dimethylamino)ethyl)benzamide